COC=1C=C(C=CC1)C1CC2(C1)CCN(CC2)C(=O)OC(C)(C)C tert-butyl 2-(3-methoxyphenyl)-7-azaspiro[3.5]nonane-7-carboxylate